C(C)N(CC)P(C1=CC=CC=C1)Cl N,N-diethylaminochloro(phenyl)phosphine